4-(4-(1-(2-methoxyethyl)-4-methyl-1H-pyrazol-5-yl)piperidin-1-yl)-6-((2R,3R)-2-methyl-3-(piperazin-1-yl)azetidin-1-yl)-2-(trifluoromethyl)pyrimidine COCCN1N=CC(=C1C1CCN(CC1)C1=NC(=NC(=C1)N1[C@@H]([C@@H](C1)N1CCNCC1)C)C(F)(F)F)C